C(#N)/C(/C(=O)N[C@H](C)C1=CC(=C(C=C1)OC)OC)=C\C1=CNC2=NC=C(C=C21)O[C@H]2COCC2 (E)-2-cyano-N-((R)-1-(3,4-dimethoxyphenyl)ethyl)-3-(5-(((R)-tetrahydrofuran-3-yl)oxy)-1H-pyrrolo[2,3-b]pyridin-3-yl)acrylamide